1-(3-Chlorophenyl)piperazine hydrochloride Cl.ClC=1C=C(C=CC1)N1CCNCC1